4-(2-((3,3-difluorocyclopentyl)(phenyl)amino)-2-oxoethyl)-1-(6-fluoroindoline-1-carbonyl)piperidine-4-carboxylic acid FC1(CC(CC1)N(C(CC1(CCN(CC1)C(=O)N1CCC2=CC=C(C=C12)F)C(=O)O)=O)C1=CC=CC=C1)F